CC1=C(C(=CC=C1)C)C1=NC(=NC(=C1)OC[C@@H](CC(C)(C)C)NCC1=NC(=CC(=C1)C)C)NS(=O)(=O)C=1C=C(C(=O)O)C=CC1 3-[[4-(2,6-dimethylphenyl)-6-[(2R)-2-[(4,6-dimethyl-2-pyridyl)methylamino]-4,4-dimethyl-pentoxy]pyrimidin-2-yl]sulfamoyl]benzoic acid